FC=1C=C2C(=NC(=NC2=CC1)C)N1CC=2C=C(C=NC2CC1C)C(F)(F)F 6-fluoro-2-methyl-4-[7-methyl-3-(trifluoromethyl)-7,8-dihydro-5H-1,6-naphthyridin-6-yl]quinazoline